FC1=C(C(=CC(=C1)OC)F)S(=O)(=O)Cl 2,6-difluoro-4-methoxybenzenesulfonyl chloride